N-(2-{9-amino-4-methyl-1-oxa-7-azaspiro[4.4]nonan-7-yl}-5,6,7,8-tetrahydroquinolin-6-yl)-5-chloro-7-ethyl-7H-pyrrolo[2,3-c]pyridazine-3-carboxamide NC1CN(CC12C(CCO2)C)C2=NC=1CCC(CC1C=C2)NC(=O)C2=CC1=C(N=N2)N(C=C1Cl)CC